C(OC12CC(C1)(C2)C(N(C)C2=CC(=CC=C2)OC)=O)(=O)Cl 3-((3-methoxyphenyl)(methyl)carbamoyl)bicyclo[1.1.1]pentan-1-yl carbonochloridate